[2'-(Methylamino)-2-biphenylyl]palladium(1+) methanesulfonate CS(=O)(=O)[O-].CNC1=C(C=CC=C1)C1=C(C=CC=C1)[Pd+]